FC1=C(C(=CC=C1)F)C1=NC=2C(=NNC2C=2C=C(N=CC2N1)N1C[C@H](OCC1)COC)C (2S)-4-[8-(2,6-difluorophenyl)-5-methyl-3,4,7,9,12-pentazatricyclo[8.4.0.02,6]tetradeca-1(10),2(6),4,7,11,13-hexaen-13-yl]-2-(methoxymethyl)morpholine